ClC1=C(C=CC=C1Cl)C(=O)N1CC=2N(CC1C)C(=NN2)C2=NC=CC(=C2)Cl (2,3-dichlorophenyl)(3-(4-chloropyridin-2-yl)-6-methyl-5,6-dihydro-[1,2,4]triazolo[4,3-a]pyrazin-7(8H)-yl)methanone